ethyl 2-((4-cyano-2,6-difluorophenethyl) amino)-2-phenylacetate C(#N)C1=CC(=C(CCNC(C(=O)OCC)C2=CC=CC=C2)C(=C1)F)F